CN1N=CC2=CC(=CC=C12)C(=O)NC=1N=CC=2N(C1)C=C(N2)[C@@H]2N(C[C@H](C2)F)C(=O)OC(C)(C)C (2R,4S)-tert-butyl 2-(6-(1-methyl-1H-indazole-5-carboxamido)imidazo[1,2-a]pyrazin-2-yl)-4-fluoropyrrolidine-1-carboxylate